FC1=CC(=C(C=C1)NC1=CN=C2N1C=CN=C2)C(F)(F)F N-(4-fluoro-2-(trifluoromethyl)phenyl)imidazo[1,2-a]pyrazin-3-amine